CN(C(C(C)C)=O)CCC N-methyl-N-propylisobutyramide